O=C1NC(CCC1C1=C(C=C(C=C1F)N1CC(C1)NC(OC1CN(C1)C(N(C)C1CC1)=O)=O)F)=O 1-(cyclopropyl(methyl)carbamoyl)azetidin-3-yl (1-(4-(2,6-dioxopiperidin-3-yl)-3,5-difluorophenyl)azetidin-3-yl)carbamate